tert-butyl 3-(phenoxycarbonylamino)-3-(trifluoromethyl)azetidine-1-carboxylate O(C1=CC=CC=C1)C(=O)NC1(CN(C1)C(=O)OC(C)(C)C)C(F)(F)F